CC=1SC=2C(=NC=C(C2)[N+](=O)[O-])N1 2-methyl-6-nitrothiazolo[4,5-b]pyridine